O=S1(CCC(=CC1)C1=CC2=C(N=CN=C2)N(C1=O)C)=O 6-(1,1-dioxo-3,6-dihydro-2H-thiopyran-4-yl)-8-methyl-pyrido[2,3-d]Pyrimidin-7-one